4-cyclopropyl-2-(oxetan-3-yloxy)aniline ethyl-5-(1-fluoro-2-methylpropan-2-yl)-1,2,4-oxadiazole-3-carboxylate C(C)OC(=O)C1=NOC(=N1)C(CF)(C)C.C1(CC1)C1=CC(=C(N)C=C1)OC1COC1